CC=1N(C=C(N1)C(F)(F)F)C1CCC(CC1)OC1=C2C=CC=NC2=CC(=N1)N1CCOCC1 4-(5-(((1s,4s)-4-(2-methyl-4-(trifluoromethyl)-1H-imidazol-1-yl)cyclohexyl)oxy)-1,6-naphthyridin-7-yl)morpholine